ClC1=NC(=C(C(=C1C(=O)NC1=NN=CS1)C1=CC=NC=C1)OC)C 5-(2-chloro-5-methoxy-6-methyl-(4,4-bipyridine)-3-amido)-1,3,4-thiadiazol